C(C=C)C=1C=CC(=C(C1)C1=C(C=CC(=C1)CC=C)O)OCCOCCOCCOCC[P+](C1=CC=CC=C1)(C1=CC=CC=C1)C1=CC=CC=C1 (2-(2-(2-(2-((5,5'-diallyl-2'-hydroxy-[1,1'-biphenyl]-2-yl)oxy)ethoxy)ethoxy)ethoxy)ethyl)triphenylphosphonium